N(=[N+]=[N-])C(C)C=1C=C(C=C2C(C=C(OC12)SCC)=O)C(F)(F)F 8-(1-azidoethyl)-2-ethylsulfanyl-6-(trifluoromethyl)chromen-4-one